C12CN(CC(CC1)N2)C=2C=CC(=C(C(=O)NC1(CC1)C1=C3C=CC(=NC3=CC(=C1)C=1C=NN(C1)C)C)C2)C 5-(3,8-diazabicyclo[3.2.1]octan-3-yl)-2-methyl-N-(1-(2-methyl-7-(1-methyl-1H-pyrazol-4-yl)quinolin-5-yl)cyclopropyl)benzamide